2-(4-(2-(2,6-dimethylpyridin-4-yl)-3-isopropyl-1H-indol-5-yl)piperidin-1-yl)-N-(3-hydroxybutyl)acetamide CC1=NC(=CC(=C1)C=1NC2=CC=C(C=C2C1C(C)C)C1CCN(CC1)CC(=O)NCCC(C)O)C